5-Chloro-N-[(3R)-1-(oxetan-3-yl)-3-piperidyl]oxazolo[4,5-b]pyridin-2-amine ClC1=CC=C2C(=N1)N=C(O2)N[C@H]2CN(CCC2)C2COC2